C(C)(C)(C)OC(C1=NC(=CC=C1C1=C(C(=CC=C1)OC1=CC=CC=C1)C)N1CC2=C(C=CC=C2CC1)C(NC=1SC2=C(N1)C=CC=C2)=O)=O 6-(8-(benzo[d]thiazol-2-ylcarbamoyl)-3,4-dihydroisoquinolin-2(1H)-yl)-3-(2-methyl-3-phenoxyphenyl)picolinic acid tert-butyl ester